(R)-2-(4-((1-methylpiperidin-3-yl)thio)pyrrolo[1,2-d][1,2,4]triazin-1-yl)-5-(trifluoromethyl)phenol CN1C[C@@H](CCC1)SC1=NN=C(C=2N1C=CC2)C2=C(C=C(C=C2)C(F)(F)F)O